COC1=CC2=C(OCCN2)C=C1N1N=C(C=2C=NC(=CC21)C=2C=NN1C2N=CC=C1)C(=O)NCCN1CCC(CC1)(C(=O)OCC)C ethyl 1-(2-(1-(6-methoxy-3,4-dihydro-2H-benzo[b][1,4]oxazin-7-yl)-6-(pyrazolo[1,5-a]pyrimidin-3-yl)-1H-pyrazolo[4,3-c]pyridine-3-carboxamido)ethyl)-4-methylpiperidine-4-carboxylate